4-methyl-3-(trifluoromethyl)-7,8-dihydroisothiazolo[4',3':4,5]pyrrolo[1,2-a]pyrazin CC=1C=2C(N3C1C=NCC3)=NSC2C(F)(F)F